3-fluoro-4-(4,4,5,5-tetramethyl-1,3,2-dioxaborolan-2-yl)benzenesulfonamide FC=1C=C(C=CC1B1OC(C(O1)(C)C)(C)C)S(=O)(=O)N